imidazo-[2,1-b]-thiazol S1C=2N(C=C1)C=CN2